(R)-tert-butyl 1-(1,1-dimethylethylsulfinamido)-7-cyano-1,3-dihydrospiro[indene-2,4'-piperidine]-1'-carboxylate CC(C)(S(=O)N[C@H]1C2=C(C=CC=C2CC12CCN(CC2)C(=O)OC(C)(C)C)C#N)C